FC(C(=O)O)(F)F.C(#N)C1=CC(=C(COC2=C(C=C(C(=N2)N2CCC3(CC3C3=NC4=C(N3C)C=C(C=C4)C(=O)O)CC2)F)F)C=C1)F 2-(6-{6-[(4-cyano-2-fluorobenzyl)oxy]-3,5-difluoropyridin-2-yl}-6-azaspiro[2.5]oct-1-yl)-1-methyl-1H-benzimidazole-6-carboxylic acid, trifluoroacetate salt